C12CC3CCC(CC1)C23 tricyclo[4.2.1.03,9]nonane